1-(2,3,4-trihydroxy-5-methylphenyl)-ethanone OC1=C(C=C(C(=C1O)O)C)C(C)=O